FC(OC1=CC=C(C=C1)S(=O)(=O)N1N=C2C(=C1)CNC2)F 2-((4-(difluoromethoxy)phenyl)sulfonyl)-2,4,5,6-tetrahydropyrrolo[3,4-c]pyrazole